O1C(CCCC1)OCCOCCOC(C=O)C (2-(2-((tetrahydro-2H-pyran-2-yl)oxy)ethoxy)ethoxy)propanal